2-chloro-4-((2-isopropoxy-5-(trifluoromethyl)phenyl)amino)pyrimidine-5-carbonitrile ClC1=NC=C(C(=N1)NC1=C(C=CC(=C1)C(F)(F)F)OC(C)C)C#N